(S)-8-(5-((R)-2-Benzylpiperidin-1-yl)thiazol-2-yl)-9-oxooctahydro-2H-pyrazino[1,2-a]pyrazin C(C1=CC=CC=C1)[C@@H]1N(CCCC1)C1=CN=C(S1)N1C([C@H]2N(CCNC2)CC1)=O